COC1=C(C=CC(=C1)C1=CSC2=C1N=C(N=C2)NC2=CC=C(C=C2)CN2CCOCC2)NC(C)=O N-(2-methoxy-4-(2-(4-(morpholinomethyl)phenylamino)thieno[3,2-d]pyrimidin-7-yl)phenyl)acetamide